2-[(2E)-2-(aminomethyl)-3-fluoroprop-2-en-1-yl]-4-{4-[4-(1,2-oxazol-3-yl)phenyl]pyridin-2-yl}-2,4-dihydro-3H-1,2,4-triazol-3-one NC/C(/CN1N=CN(C1=O)C1=NC=CC(=C1)C1=CC=C(C=C1)C1=NOC=C1)=C\F